(R)-1-methoxy-5-((2-methyl-1,4-diazepan-1-yl)sulfonyl)isoquinoline hydrochloride Cl.COC1=NC=CC2=C(C=CC=C12)S(=O)(=O)N1[C@@H](CNCCC1)C